N-(2-methyl-4-morpholinophenyl)-4-(5-phenyl-4,5-dihydro-1H-pyrazol-1-yl)thieno[3,2-d]pyrimidin-2-amine CC1=C(C=CC(=C1)N1CCOCC1)NC=1N=C(C2=C(N1)C=CS2)N2N=CCC2C2=CC=CC=C2